CO[C@@H]1[C@H](COC1)N1C(=CC2=C1N=C(N=C2)NC=2C(=NN(C2)C)OC2COC2)C#N 7-((3S,4R)-4-methoxytetrahydrofuran-3-yl)-2-((1-methyl-3-(oxetan-3-yloxy)-1H-pyrazol-4-yl)amino)-7H-pyrrolo[2,3-d]pyrimidine-6-carbonitrile